CCCCCCCCCCCCCCCCCCC(=O)OC[C@H](COP(=O)(O)OC[C@H](CO)O)OC(=O)CCCCCCC/C=C\CCCCCCCC 1-nonadecanoyl-2-(9Z-octadecenoyl)-glycero-3-phospho-(1'-sn-glycerol)